1-(4-(7-(benzyloxy)-3-(4-fluorophenyl)isochroman-4-yl)phenyl)-4-(dimethoxymethyl)piperidine C(C1=CC=CC=C1)OC1=CC=C2C(C(OCC2=C1)C1=CC=C(C=C1)F)C1=CC=C(C=C1)N1CCC(CC1)C(OC)OC